(5S)-5-{[(3S)-3-Fluoropyrrolidin-1-yl]carbonyl}-2-{[2-(trifluoromethyl)quinolin-4-yl]methyl}-5,6,7,8-tetrahydro[1,2,4]triazolo[4,3-a]pyridin-3(2H)-one F[C@@H]1CN(CC1)C(=O)[C@@H]1CCCC=2N1C(N(N2)CC2=CC(=NC1=CC=CC=C21)C(F)(F)F)=O